N-((4-Fluorophenyl)(pyridin-2-ylamino)((2,4,4-trimethylpentan-2-yl)imino)-λ6-sulfaneylidene)-4-nitrobenzenesulfonamide FC1=CC=C(C=C1)S(=NS(=O)(=O)C1=CC=C(C=C1)[N+](=O)[O-])(=NC(C)(CC(C)(C)C)C)NC1=NC=CC=C1